(E)-4-bromo-2-((1-hydroxy-2-methylpropyl-imino)methyl)phenol BrC1=CC(=C(C=C1)O)/C=N/C(C(C)C)O